5-((5-(3-(5-(tert-butyl)pyridazin-3-yl)cyclopentyl)-1H-pyrazol-3-yl)amino)-6-fluoro-2,3-dihydrobenzo[d]isothiazole 1,1-dioxide C(C)(C)(C)C=1C=C(N=NC1)C1CC(CC1)C1=CC(=NN1)NC=1C(=CC2=C(CNS2(=O)=O)C1)F